C(C)(=O)O[C@H]1[C@@H]2[C@@H](O[C@]1(CCO2)COC(C2=CC=CC=C2)(C2=CC=C(C=C2)OC)C2=CC=C(C=C2)OC)N2C(NC(C(=C2)C)=O)=O 1-(3-O-acetyl-2,6-anhydro-4-{[bis(4-methoxyphenyl)(phenyl)methoxy]methyl}-5-deoxy-α-L-lyxo-hexofuranosyl)-5-methylpyrimidine-2,4(1H,3H)-dione